(6-((2'-ethoxy-6-((1-methylpyrrolidin-3-yl)oxy)-[2,3'-bipyridin]-5-yl)oxy)-2-azaspiro[3.3]heptan-2-yl)(1-fluorocyclopentyl)methanone C(C)OC1=NC=CC=C1C1=NC(=C(C=C1)OC1CC2(CN(C2)C(=O)C2(CCCC2)F)C1)OC1CN(CC1)C